2-methyl-2-(2-((1-methylethyl)sulfonylamino)thiazol-4-yl)-N-(4-(pyridin-3-yl)phenyl)propanamide CC(C(=O)NC1=CC=C(C=C1)C=1C=NC=CC1)(C)C=1N=C(SC1)NS(=O)(=O)C(C)C